ClC1=C(C=CC(=C1)B1OC(C(O1)(C)C)(C)C)N1C(SC=C1)=O 3-(2-chloro-4-(4,4,5,5-tetramethyl-1,3,2-dioxaborolan-2-yl)phenyl)thiazol-2(3H)-one